N-(2-(6-amino-2-fluoro-8-((6-iodo-3-oxo-2,3-dihydro-1H-inden-5-yl)methyl)-9H-purin-9-yl)ethyl)-2-methylpropane-1-sulfonamide NC1=C2N=C(N(C2=NC(=N1)F)CCNS(=O)(=O)CC(C)C)CC=1C=C2C(CCC2=CC1I)=O